ClCC[S+](C)C 2-chloroethyl(dimethyl)sulfonium